BrC1=CC=CC=2C=3C(CN(C3C=CC21)C(NC2CCCCC2)=N)C 6-bromo-N-cyclohexyl-1-methyl-1,2-dihydro-3H-benzo[e]indole-3-carboximidamide